3,5-dichloro-2-(6-((2-hydroxyethyl)amino)pyridazin-3-yl)phenol ClC=1C(=C(C=C(C1)Cl)O)C=1N=NC(=CC1)NCCO